N-myristoylethanolamine C(CCCCCCCCCCCCC)(=O)NCCO